C1(CC1)C1=CC=C(C=N1)[C@@H]1COC2=C(O1)C(=CC(=C2)CN2C=NC=1C2=NC=CC1)OC (R)-3-((2-(6-cyclopropylpyridin-3-yl)-8-methoxy-2,3-dihydrobenzo[b][1,4]dioxin-6-yl)methyl)-3H-imidazo[4,5-b]pyridine